(2R,3R,4S,5R,6S)-2-((2-((tert-butyldimethylsilyl)oxy)but-3-en-1-yl)thio)-6-formyltetrahydro-2H-pyran-3,4,5-triyl tribenzoate C(C1=CC=CC=C1)(=O)O[C@H]1[C@H](O[C@@H]([C@@H]([C@@H]1OC(C1=CC=CC=C1)=O)OC(C1=CC=CC=C1)=O)C=O)SCC(C=C)O[Si](C)(C)C(C)(C)C